3-(furan-2-yl)-1-(2-hydroxyphenyl)prop-2-en-1-one oxime O1C(=CC=C1)C=CC(=NO)C1=C(C=CC=C1)O